BrC=1C=C(C=C(C1)F)N(C1=NC=2N(C3=CC(=CC=C13)C#N)C=NN2)C 5-((3-bromo-5-fluorophenyl)(methyl)amino)-[1,2,4]Triazolo[4,3-a]Quinazoline-8-carbonitrile